ClC=1C=C(NC2(CCC3(C(CC4=CC=C(C=C34)S(=O)(=O)C)C[C@H](COC3=CC=NC=4CCC[C@H](C34)C)C)CC2)C(=O)O)C=CC1 4-(3-Chloroanilino)-6'-(methylsulfonyl)-2'-[(2R)-2-methyl-3-{[(5R)-5-methyl-5,6,7,8-tetrahydroquinolin-4-yl]oxy}propyl]-2',3'-dihydrospiro[cyclohexane-1,1'-indene]-4-carboxylic acid